2-(2-fluoro-5-methoxyphenyl)ethane-1-amine FC1=C(C=C(C=C1)OC)CCN